O1C(OCC1)C1=NC(=CC=C1O)CCCN1CCCCC1 2-(1,3-Dioxolan-2-yl)-6-(3-(piperidin-1-yl)propyl)pyridin-3-ol